p-Methoxyacetophenon COC1=CC=C(C=C1)C(C)=O